O1C(CCC2CCCCC12)=O hexahydro-5H-chromen-one